O[C@H]1[C@@H](CCCC1)CC=1N(C=2C(=C3CC[C@@H](N(C3=CC2)C(=O)OC)C)N1)C1CCCCC1 (1R,3R)-3-((S)-2-(((1S,2R)-2-Hydroxycyclohexyl)methyl)-6-(methoxycarbonyl)-7-methyl-6,7,8,9-tetrahydro-3H-imidazo[4,5-f]chinolin-3-yl)cyclohexan